n-tridecyl alcohol C(CCCCCCCCCCCC)O